BrC=1C(=C2C(=NC1)N(CC21CC(NCC1)=O)CC1=CC=C(C=C1)OC)Cl 5'-Bromo-4'-chloro-1'-(4-methoxybenzyl)-1',2'-dihydrospiro[piperidine-4,3'-pyrrolo[2,3-b]pyridin]-2-one